ClC=1C=C(C#N)C=C(C1)C(C)(C)C1=CC=C(C=C1)OCC1=NC(=NC=C1)N1CCC(CC1)N1CCC(CC1)CN1CCNCC1 3-chloro-5-(2-(4-((2-(4-(piperazin-1-ylmethyl)-[1,4'-bipiperidin]-1'-yl)Pyrimidin-4-yl)methoxy)phenyl)propan-2-yl)benzonitrile